CNC(=O)N1CC2=C(CC1)NN=C2C(=O)N2CCC(CC2)C2=C(C=CC=C2)C(F)(F)F N-methyl-3-(4-(2-(trifluoromethyl)phenyl)piperidin-1-carbonyl)-1,4,6,7-tetrahydro-5H-pyrazolo[4,3-c]pyridin-5-carboxamide